CC1CN(CCC1)C=1C=CC(=C(C1)C1=CC=C(C=C1)CN(C(CCCC)=O)C1(CCCCC1)C(=O)O)C=1N=NNN1 1-(N-((5'-(3-methylpiperidin-1-yl)-2'-(2H-tetrazol-5-yl)-[1,1'-biphenyl]-4-yl)methyl)pentanamido)cyclohexanecarboxylic Acid